C1(C=CC(N1C=1C=C(OC2=CC=C(C=C2)C(C)C2=CC=C(C=C2)OC2=CC(=CC=C2)N2C(C=CC2=O)=O)C=CC1)=O)=O 1,1-bis[4-(3-maleimidophenoxy)phenyl]ethane